2-Chloro-7-(isopropoxymethyl)-3-methoxy-11-oxo-6,7-dihydro-11H-benzo[f]pyrido[1,2-d][1,4]oxazepine-10-carboxylic acid ClC=1C(=CC2=C(C=3N(C(CO2)COC(C)C)C=C(C(C3)=O)C(=O)O)C1)OC